(R)-N-(6-(1-methyl-1H-pyrazol-4-yl)isoquinolin-3-yl)-2-(pyrrolidin-1-yl)propanamide CN1N=CC(=C1)C=1C=C2C=C(N=CC2=CC1)NC([C@@H](C)N1CCCC1)=O